CC(CNP(=O)(OC1=CC=CC=C1)CC1=CC2=C(SC(=C2)C(=O)O)C=C1)C(OCCC)=O 5-((((2-methyl-3-oxo-3-propoxypropyl)amino)(phenoxy)phosphoryl)methyl)benzo[b]thiophene-2-carboxylic acid